4-((3-chloro-2-methoxyphenyl)amino)-2-methyl-6-((5-(pyrrolidine-1-carbonyl)-6-(trifluoromethyl)pyridin-2-yl)amino)-1,2-dihydro-3H-pyrazolo[3,4-b]pyridin-3-one ClC=1C(=C(C=CC1)NC1=C2C(=NC(=C1)NC1=NC(=C(C=C1)C(=O)N1CCCC1)C(F)(F)F)NN(C2=O)C)OC